FC1(CC(C1)N1C[C@@H]([C@H](CC1)NC(=O)C1=CC(=CC=2N(C=NC21)CC(F)(F)F)C#CCNC=2C(OC)=CC(=C(C2)C(NC)=O)F)C)F N-[(3S,4S)-1-(3,3-difluorocyclobutyl)-3-methyl-4-piperidyl]-6-{3-[4-(N-methylcarbamoyl)-5-fluoro-2-anisidino]-1-propynyl}-1-(2,2,2-trifluoroethyl)-1H-1,3-benzimidazole-4-carboxamide